O1C=C(C=C1)C=1C=C2C=CN(C(C2=CC1)=O)CCC1=CC=CC=C1 6-(furan-3-yl)-2-phenethylisoquinolin-1(2H)-one